C(C)(C)(C)OC(=O)NCCCN(CCCCCCCCC(=O)OC(CCCCC)CC)CCCCCCCCC(=O)OC(CCCCC)CC 1-ethylhexyl 9-[3-(tert-butoxycarbonylamino)propyl-[9-(1-ethylhexoxy)-9-oxo-nonyl]amino]nonanoate